4-{5-[4-(benzyloxy)-5-fluoro-2-methylphenyl]-4-{[(4-methoxyphenyl)methyl]amino}-7-methylpyrrolo[3,2-d]pyrimidin-6-yl}aniline C(C1=CC=CC=C1)OC1=CC(=C(C=C1F)N1C(=C(C=2N=CN=C(C21)NCC2=CC=C(C=C2)OC)C)C2=CC=C(N)C=C2)C